1-imino-1-oxo-2,3-dihydrobenzothiophene-5-carboxamide N=S1(CCC2=C1C=CC(=C2)C(=O)N)=O